C(=O)(OCC1C2=CC=CC=C2C2=CC=CC=C12)C([C@@H](O)[C@H](O)CO)O Fmoc-threitol